(7-chloroimidazo[1,5-a]pyridin-1-yl)methanamine HCl salt Cl.ClC1=CC=2N(C=C1)C=NC2CN